5-(3-(5-(hydroxy(2-methylthiazol-5-yl)methyl)-4H-1,2,4-triazol-3-yl)phenoxy)-1H-indole-4-carboxamide OC(C=1NC(=NN1)C=1C=C(OC2=C(C=3C=CNC3C=C2)C(=O)N)C=CC1)C1=CN=C(S1)C